4-((4-cyclopropyl-2-(N-methylmethylsulfonamido)phenyl)amino)-6-((4-fluorophenyl)amino)-N-methoxynicotinamide C1(CC1)C1=CC(=C(C=C1)NC1=CC(=NC=C1C(=O)NOC)NC1=CC=C(C=C1)F)N(S(=O)(=O)C)C